((3R,4S)-4-((8-fluoro-4-(4-(trifluoromethyl)phenyl)phthalazin-1-yl)amino)pyrrolidin-3-yl)methanol FC=1C=CC=C2C(=NN=C(C12)N[C@H]1[C@@H](CNC1)CO)C1=CC=C(C=C1)C(F)(F)F